1-fluoro-1-propanesulfonate FC(CC)S(=O)(=O)[O-]